4-hydroxy-2-methoxy-5-(oxo-phenylmethyl)benzenesulfonic acid OC1=CC(=C(C=C1C(C1=CC=CC=C1)=O)S(=O)(=O)O)OC